ClC1=NC=C(C=C1CC(=O)N1CCC2=CC(=CC(=C12)F)C1=NC(=NC=C1)NC1=CC=NN1C)F 2-(2-chloro-5-fluoropyridin-3-yl)-1-(7-fluoro-5-(2-((1-methyl-1H-pyrazol-5-yl)amino)pyrimidin-4-yl)indolin-1-yl)ethan-1-one